[2H]C(OC1=CC=CC2=C1C(=NO2)N)([2H])[2H] 4-(trideuteromethoxy)-1,2-benzoxazol-3-amine